NC1=NC(=C(C2=C1N=C(N2)COCC)SC=2C=CC(=C(C2)O)CN(C)C)C 5-[[4-Amino-2-(ethoxymethyl)-6-methyl-1H-imidazo[4,5-c]pyridin-7-yl]sulfanyl]-2-[(dimethylamino)methyl]phenol